ClC1=CC=C(C=C1)C=1C(=CC=CC1)C(=O)N1CC(N(CC1)CC=1C=C2CN(C(C2=CC1)=O)C1C(NC(CC1)=O)=O)CF 3-(5-((4-(4'-chloro-[1,1'-biphenyl]-2-carbonyl)-2-(fluoromethyl)piperazin-1-yl)methyl)-1-oxoisoindolin-2-yl)piperidine-2,6-dione